copper (1-) iodide [Cu-](I)I